3-phenylbenzo[c]isoxazole-5-carbaldehyde C1(=CC=CC=C1)C1=C2C(=NO1)C=CC(=C2)C=O